(+)-3-[6-[3-(trifluoromethyl)pyrrolidin-1-yl]-3-pyridyl]Azetidine-1-carboxylic acid [(4S)-2-oxooxazolidin-4-yl]Methyl ester O=C1OC[C@H](N1)COC(=O)N1CC(C1)C=1C=NC(=CC1)N1CC(CC1)C(F)(F)F